ethyl naphthate C1(=CC=CC2=CC=CC=C12)C(=O)OCC